N,N-dimethyl-4-(1H-phenanthro[9,10-d]imidazol-2-yl)aniline CN(C1=CC=C(C=C1)C1=NC2=C(N1)C1=CC=CC=C1C=1C=CC=CC12)C